C(CC)OC1=CC(=C(C=C1)N)N 4-propoxy-1,2-phenylenediamine